ClCCCC[C@@H]([C@@H](C=C)CSC1=CC=CC=C1)O (3R,4S)-8-chloro-3-((phenylthio)methyl)oct-1-en-4-ol